8-naphthalenesultam (Z)-methyl-3-(((4-(2-(dimethylamino)-N-methylacetamido)phenyl)amino)(phenyl)methylene)-2-oxo-2,3-dihydro-1H-pyrrolo[3,2-b]pyridine-6-carboxylate COC(=O)C=1C=C2C(=NC1)/C(/C(N2)=O)=C(\C2=CC=CC=C2)/NC2=CC=C(C=C2)N(C(CN(C)C)=O)C.C21=CC=CC3=CC=CC(=C23)NS1(=O)=O